ClC1=NC=C(C(=N1)Cl)C(=O)NC(C)C 2,4-dichloro-N-isopropylpyrimidine-5-carboxamide